[C@H]1([C@H](CCCC1)O)O (1S)-trans-1,2-cyclohexanediol